C(C1=CC=CC=C1)C1=NN=C(O1)C(=O)N[C@H]1CCC2=C(N(C1=O)C)C=CC=C2 (S)-5-benzyl-N-(1-methyl-2-oxo-2,3,4,5-tetrahydro-1H-benzo[b]azepin-3-yl)-1,3,4-oxadiazole-2-carboxamide